N-(4'-(tert-butyl)-[1,1'-biphenyl]-3-yl)-8-chloro-6-fluoro-N-methyl-[1,2,4]triazolo[4,3-a]quinazolin-5-amine C(C)(C)(C)C1=CC=C(C=C1)C1=CC(=CC=C1)N(C1=NC=2N(C3=CC(=CC(=C13)F)Cl)C=NN2)C